(1S,3S)-N1-(7-fluoro-[1,2,4]triazolo[1,5-a]pyridin-2-yl)-N3-(5-nitropyridine-2-yl)cyclopentane-1,3-diamine FC1=CC=2N(C=C1)N=C(N2)N[C@@H]2C[C@H](CC2)NC2=NC=C(C=C2)[N+](=O)[O-]